C(CCCCCCCCCCCCCCCCC)(=O)O.CCCCCCCCCCCCCCCCCCCCCCCCCCC heptacosane stearate